OC1=CC=C(C=C1)C(C1=CC=C(OCC(=O)OCC)C=C1)C1=NC=CC=C1 Ethyl 2-(4-((4-hydroxyphenyl)(pyridin-2-yl)methyl)phenoxy)acetate